dihydropyridino[2,3-d]pyrimidine N1CN=CC2=C1N=CC=C2